decylmethyl-(N-methyl-4-indolyl)silane C(CCCCCCCCC)[SiH](C1=C2C=CN(C2=CC=C1)C)C